(1-(4-chloropyridin-3-yl)piperidin-3-yl)(methyl)-carbamic acid benzyl ester C(C1=CC=CC=C1)OC(N(C)C1CN(CCC1)C=1C=NC=CC1Cl)=O